OC1(CC=C(C=C1)O)C1=C2NC(=C1)C=C1C=CC(=N1)C=C1C=CC(N1)=CC=1C=CC(N1)=C2 p-dihydroxyphenyl-porphyrin